C(C)OC(=O)C=1N(C=C(N1)NC(=O)C1N(CC(C1)NC(CCN)=O)C)C 4-[4-(3-aminopropionamido)-1-methylpyrrolidin-2-amido]-1-methylimidazole-2-carboxylic acid ethyl ester